ClC1=C(C=CC=C1C1=C(C(=NC=C1)C1=CC(=C(C=C1)CNC1CCC(CC1)O)OC)Cl)C1=CC=C(C(=N1)OC)CN1CC2(C1)CNC(C2)=O 2-((6-(2-Chloro-3-(3-chloro-2-(4-((((1s,4s)-4-hydroxycyclohexyl)-amino)-methyl)-3-methoxyphenyl)pyridin-4-yl)phenyl)-2-methoxypyridin-3-yl)methyl)-2,6-diazaspiro[3.4]octan-7-one